ClC1=C(C=C(C=N1)C=1C=CC(=C(C1)NC1=NC=NC2=CC(=C(C=C12)OC1CN(C1)C(C=C)=O)OC)OC)F 1-(3-((4-((5-(6-chloro-5-fluoropyridin-3-yl)-2-methoxyphenyl)amino)-7-methoxyquinazolin-6-yl)oxy)azetidin-1-yl)prop-2-en-1-one